benzyl N-(4-chloro-3-cyano-cyclohex-3-en-1-yl)carbamate ClC1=C(CC(CC1)NC(OCC1=CC=CC=C1)=O)C#N